3-amino-3-({1-[(2-cyclopropyl-3,3-dimethylbut-2-yl)carbamoyl]ethyl}carbamoyl)propionic acid NC(CC(=O)O)C(NC(C)C(NC(C)(C(C)(C)C)C1CC1)=O)=O